COC1=C(C=C2C(N(/C(/S2)=N/C2=CC=C(C=C2)S(=O)(=O)N)C2=CC=CC=C2)=O)C=CC=C1 4-(((2Z)-5-(2-methoxybenzylidene)-4-oxo-3-phenylthiazolidin-2-ylidene)amino)benzenesulphonamide